ClC1=C(C=C(C(=O)NC2=CC(=CC(=C2)C(=O)C=2C=C3N=C(C=NC3=CC2)N2CCOCC2)F)C=C1)C(F)(F)F 4-chloro-N-(3-fluoro-5-(3-morpholinoquinoxaline-6-carbonyl)phenyl)-3-(trifluoromethyl)benzamide